C(C)(C)(C)OC(=O)N1CCC(CC1)(F)F.ClC1=CC=C(CNC[C@H](CN2C[C@H]3CCCC[C@H]3CC2)O)C=C1 (3S,4aS,8aS)-2-[(R)-3-(4-chlorobenzyl-amino)-2-hydroxypropyl]decahydroisoquinoline tert-butyl-4,4-difluoropiperidine-1-carboxylate